(R)-3-(benzofuran-4-yloxy)-N-methyl-3-(thiophen-2-yl)propan-1-amine O1C=CC2=C1C=CC=C2O[C@H](CCNC)C=2SC=CC2